COC(=O)C(C(=O)O)CCC(=O)OC(C)(C)C (methoxycarbonyl)-5-tert-butoxy-5-oxopentanoic acid